FC(C(=O)O)(F)F.C1(CC1)N1C[C@@H](CCC1)NC(CN1N=C(N2C(C1=O)=CC1=C2SC=C1)COC)=O (R)-N-(1-cyclopropylpiperidin-3-yl)-2-(8-(methoxymethyl)-5-oxothieno[3',2':4,5]pyrrolo[1,2-d][1,2,4]triazin-6(5H)-yl)acetamide 2,2,2-trifluoroacetate